CC1=C(OC(C(=O)O)(C)C)C(=CC(=C1)\C=C/C(=O)C1=CC=C(C=C1)SC)C Z-2-(2,6-dimethyl-4-(3-(4-(methylthio)phenyl)-3-oxoprop-1-en-1-yl)phenoxy)-2-methylpropanoic acid